C(N)(OC1CN(CCC1)C=1C=C(N2N=CN=C(C21)N)C2=CC=C(C=C2)S(=O)(=O)C)=O (1-(4-amino-7-(4-(methylsulfonyl) phenyl) pyrrolo[2,1-f][1,2,4]triazin-5-yl) piperidin-3-yl) carbamate